tert-butyl 4-[3-[4-[3-(benzyloxycarbonylamino)propyl]piperazin-1-yl]propoxy]piperidine-1-carboxylate C(C1=CC=CC=C1)OC(=O)NCCCN1CCN(CC1)CCCOC1CCN(CC1)C(=O)OC(C)(C)C